C(C)(C)(C)OC(=O)N1C(C(CCC1)C(=O)OC)C(=O)O 1-(tert-butoxycarbonyl)-3-(methoxycarbonyl)piperidine-2-carboxylic acid